4-(4-cyano-2-methoxyphenyl)-5-(cyclopropylmethoxy)-2,8-dimethyl-1,4-dihydro-1,6-naphthyridine-3-carboxylic acid C(#N)C1=CC(=C(C=C1)C1C(=C(NC2=C(C=NC(=C12)OCC1CC1)C)C)C(=O)O)OC